sodium 2-hydroxy-1-fluoro-1-(pentafluorosulfanyl)-ethanesulfonate OCC(S(=O)(=O)[O-])(S(F)(F)(F)(F)F)F.[Na+]